O=C1NC(CCC1N1CC2=CC=C(C=C2C1=O)CNC(OCC1=CC=C(C=C1)C(C)(CC)C)=O)=O [4-(2-methylbutan-2-yl)phenyl]methyl N-{[2-(2,6-dioxopiperidin-3-yl)-3-oxo-2,3-dihydro-1H-isoindol-5-yl]methyl}carbamate